C(C)(C)(C)N(C(=O)OCCCOCC1=C(C=CC=C1)Br)C1=NC=C(C=C1C)NC(C(N1C(CCC(C1)C(F)(F)F)C1=CC=CC=C1)=O)=O 3-((2-bromophenylmethyl)oxy)propan-1-ol tert-butyl-N-[3-methyl-5-[[2-oxo-2-[2-phenyl-5-(trifluoromethyl)-1-piperidyl]acetyl]amino]-2-pyridyl]carbamate